1-(2-(4-chloro-2-fluorophenyl)-2,3-dihydrobenzo[b][1,4]dioxin-5-yl)piperazine ClC1=CC(=C(C=C1)C1COC2=C(O1)C=CC=C2N2CCNCC2)F